6'-(((1S,3S)-3-((7-methyl-[1,2,4]triazolo[1,5-a]pyridin-2-yl)amino)cyclopentyl)amino)-2H-[1,3'-bipyridinyl]-2-one CC1=CC=2N(C=C1)N=C(N2)N[C@@H]2C[C@H](CC2)NC2=CC=C(C=N2)N2C(C=CC=C2)=O